6-iodo-7-methoxy-2-methyl-1,2,3,4-tetrahydroisoquinoline IC=1C=C2CCN(CC2=CC1OC)C